FC1=C(C=CC(=C1)F)C1=CC(=NC2=NC(=C(N=C21)C)C)[C@@H]2C[C@@H](OCC2)C=2C=NN(C2)C 8-(2,4-difluorophenyl)-2,3-dimethyl-6-((2r,4s)-2-(1-methyl-1H-pyrazol-4-yl)tetrahydro-2H-pyran-4-yl)pyrido[2,3-b]pyrazine